ClC=1C=NC(=NC1)N[C@H]1CN(CC1)C(=O)C=1N=C(N(C1)C)NC(C=C)=O (R)-N-(4-(3-((5-chloropyrimidin-2-yl)amino)pyrrolidine-1-carbonyl)-1-methyl-1H-imidazol-2-yl)acrylamide